N[C@]1(CN(C[C@H](C1)CCB(O)O)C)C(=O)O |r| rac-(3R,5S)-3-amino-5-(2-boronoethyl)-1-methylpiperidine-3-carboxylic acid